(3R)-3-amino-7-(5-tert-butyl-1,3,4-oxadiazol-2-yl)-1,1-dioxo-5-[[4-[5-(trifluoromethyl)-1,3,4-oxadiazol-2-yl]phenyl]methyl]-2,3-dihydro-1λ6,5-benzothiazepine-4-One N[C@H]1CS(C2=C(N(C1=O)CC1=CC=C(C=C1)C=1OC(=NN1)C(F)(F)F)C=C(C=C2)C=2OC(=NN2)C(C)(C)C)(=O)=O